rel-N-[(1R)-1-(4-cyano-1,3-thiazol-2-yl)ethyl]-2,2-difluoro-2-(6-fluoro-4-methyl-2-oxo-1H-quinolin-3-yl)acetamide C(#N)C=1N=C(SC1)[C@@H](C)NC(C(C=1C(NC2=CC=C(C=C2C1C)F)=O)(F)F)=O |o1:7|